N1C=C(C=CC=C1)NC(OC(C)(C)C)=O Tert-butyl azepin-3-ylcarbamate